CC1=C(C=C(C(=O)O)C=C1)NC(=O)C1=CN=CN1C 4-Methyl-3-{[(1-methyl-1H-imidazol-5-yl)carbonyl]amino}benzoic acid